ClC1=CC=2C(C(=N1)OC)=CN(N2)C2OCCCC2 6-chloro-4-methoxy-2-(tetrahydro-2H-pyran-2-yl)-2H-pyrazolo[4,3-c]pyridine